ClC1=CC(=NC=C1)C=O (4-chloropyridin-2-yl)methanone